FC1=C(C=CC=2N=C(SC21)C)N 7-fluoro-2-methyl-1,3-benzothiazol-6-amine